tert-butyl 4-(4-(2,6-dioxopiperidin-3-yl)phenyl)-3,6-dihydropyridine-1(2H)-carboxylate O=C1NC(CCC1C1=CC=C(C=C1)C=1CCN(CC1)C(=O)OC(C)(C)C)=O